C1(CC1)OC1=CC=C(C=C1)NC(=O)C=1C(=CC(=C(C1)NC(=O)C1=CN=C(S1)NC(OC1CCC1)=O)C)F Cyclobutyl N-[5-[[5-[(4-cyclopropyloxyphenyl)carbamoyl]-4-fluoro-2-methylphenyl]carbamoyl]-1,3-thiazol-2-yl]carbamate